Cl.C(C)OC(=O)[C@H](CCC1CCCCC1)N[C@H](C(=O)N1C(N(C[C@H]1C(=O)O)C)=O)C (4S)-3-[(2S)-2-[(1S)-1-ethoxycarbonyl-3-cyclohexylpropyl]aminopropionyl]-1-methyl-2-oxoimidazoline-4-carboxylic acid hydrochloride